NC=1C2=C(N=CN1)N(C(=C2C2=NC=C(C=N2)C(F)(F)F)C2=CCC1(CCN(CC1)C(C=C)=O)CC2)C (9-(4-amino-7-methyl-5-(5-(trifluoromethyl)pyrimidin-2-yl)-7H-pyrrolo[2,3-d]pyrimidin-6-yl)-3-azaspiro[5.5]undec-8-en-3-yl)prop-2-en-1-one